1-cyclobutyl-1H-indole-2-carboxylic acid C1(CCC1)N1C(=CC2=CC=CC=C12)C(=O)O